[2,4-Difluoro-5-(7-morpholin-4-yl-quinazolin-4-yl)-phenyl]-(5,6,7,8-tetrahydropyrido-[3,4-d]pyrimidin-4-yl)-methanol FC1=C(C=C(C(=C1)F)C1=NC=NC2=CC(=CC=C12)N1CCOCC1)C(O)C=1C2=C(N=CN1)CNCC2